ClC1=CC(=C(C(=O)NC2=CC=C(C(=N2)NCCCCC2C3(CC3)CCN(C2)C(=O)OC(C)(C)C)I)C=C1)F tert-butyl 4-(4-((6-(4-chloro-2-fluorobenzamido)-3-iodopyridin-2-yl)amino)butyl)-6-azaspiro[2.5]octane-6-carboxylate